N1N=NC(=C1)C1=CC=CC=C1C(=O)[O-] 1H-1,2,3-triazol-4-benzoate